N-(2-(N,N-bis(4-methoxybenzyl)sulfamoyl)pyridin-4-yl)-5-chloro-2-(4,4-difluoroazepan-1-yl)-4-trifluoromethylbenzamide COC1=CC=C(CN(S(=O)(=O)C2=NC=CC(=C2)NC(C2=C(C=C(C(=C2)Cl)C(F)(F)F)N2CCC(CCC2)(F)F)=O)CC2=CC=C(C=C2)OC)C=C1